BrC=1C=C(C=CC1F)NC(=NO)C1=NON=C1NCCCS(=O)(=O)C N-(3-bromo-4-fluorophenyl)-N'-hydroxy-4-((3-(methylsulfonyl)propyl)amino)-1,2,5-oxadiazole-3-formamidine